2-(pyridine-3-yl)terephthalic acid N1=CC(=CC=C1)C1=C(C(=O)O)C=CC(=C1)C(=O)O